NC(N)(CN)C(=O)N 2,3-diaminoalanyl-ammonia